COC(=O)C1CC=2C=3C(NCC4=NN=C(N4C3SC2C1)C)=O 3-methyl-9-oxo-16-thia-2,4,5,8-tetraazatetracyclo[8.6.0.02,6.011,15]Hexadeca-1(10),3,5,11(15)-tetraene-13-carboxylic acid methyl ester